3-[7-(aminocarbonyl)-5-fluoro-2H-indazol-2-yl]-1-ethylpyrrolidinium trifluoroacetate FC(C(=O)[O-])(F)F.NC(=O)C1=CC(=CC2=CN(N=C12)C1C[NH+](CC1)CC)F